NC1=NNC2=CC=C(C(=C12)C1=C(C=C2C(=NC(=NC2=C1F)NCCCN1CCOCC1)N1C[C@H](N(C[C@@H]1C)C(C=C)=O)C)Cl)C 1-((2R,5S)-4-(7-(3-amino-5-methyl-1H-indazol-4-yl)-6-chloro-8-fluoro-2-(3-morpholinopropylamino)quinazolin-4-yl)-2,5-dimethylpiperazin-1-yl)prop-2-en-1-one